2-fluoro-adiponitrile FC(C#N)CCCC#N